5'-chloro-2'-{[(3-hydroxypropyl)(methyl)amino]methyl}-7',8'-dihydro-6'H-spiro[cyclohexane-1,9'-furo[2,3-f]quinazoline]-7'-one ClC=1C=C2C(=C3C4(NC(NC13)=O)CCCCC4)OC(=C2)CN(C)CCCO